CC=1SC(=CC1S(=O)(=O)NC1=C(N=CS1)C(=O)O)C 5-(2,5-dimethylthiophene-3-sulfonylamino)thiazole-4-carboxylic acid